N1=C(C=NC=C1)NC1=C(C(=NN1)C1=CC=C(C=C1)NC(CC1=CC(=CC=C1)OC(F)(F)F)=O)C(=O)N 5-(pyrazin-2-ylamino)-3-(4-(2-(3-(trifluoromethoxy)phenyl)acetamido)phenyl)-1H-pyrazole-4-carboxamide